ClC=1C=C(NC2=NC(=C3NC=NC3=N2)O)C=CC1 2-(3-chloroanilino)-6-hydroxypurine